N1N=CC(=C1)C=1C=CC(=NC1)NC([C@H](C1=CC=CC=C1)NCC(C)C1=CC=C(C=C1)C#N)=O (S)-N-(5-(1H-pyrazol-4-yl)pyridin-2-yl)-2-((2-(4-cyanophenyl)propyl)amino)-2-phenylacetamide